CC=1N=CC(=NC1)C1(CC(CC1)N)N (5-methylpyrazin-2-yl)cyclopentane-1,3-diamine